Cl.S(O)(=O)(=O)NN sulfuric acid hydrazide, monohydrochloride